ClC=1C=C(C=CC1OCC1=NC=CN=C1)NC1=NC=NC2=CC=C(C=C12)[C@@H]1CNCCC1 N-[3-chloro-4-(pyrazin-2-ylmethoxy)phenyl]-6-[(3R)-3-piperidyl]quinazolin-4-amine